C(C1=CC=CC=C1)N1C[C@@H]2N(C=3N=CC=C(C3CC2)CC2CCC2)CC1 (R)-8-benzyl-4-(cyclobutylmethyl)-6,6a,7,8,9,10-hexahydro-5H-pyrazino[1,2-a][1,8]naphthyridine